BrC=1C=C2N(C=CN(C2=O)C)C1 7-bromo-2-methyl-pyrrolo[1,2-a]pyrazin-1-one